FC1=CC=CC=2COCCNCC=3C(=CC=C(C4=NNC5=CN=C(C12)C=C45)C3)N3CC4OC(C3)C4 17-fluoro-5-{6-oxa-3-azabicyclo[3.1.1]heptan-3-yl}-11-oxa-8,20,23,24-tetraazapentacyclo[17.5.2.12,6.013,18.022,25]heptacosa-1(24),2,4,6(27),13(18),14,16,19,21,25-decaene